(±)-rel-(2R,3R)-3-(hydroxymethyl)-2-methylpiperazine-1-carboxylic acid tert-butyl ester C(C)(C)(C)OC(=O)N1[C@@H]([C@@H](NCC1)CO)C |r|